C(#N)C1=CC(=C(C(=C1)C)NC(=O)C=1N(N=C(C1)Br)C1=NC=CC=C1Cl)C(NC(C)C1CC1)=O 5-bromo-2-(3-chloro-pyridin-2-yl)-2H-pyrazole-3-carboxylic acid [4-cyano-2-(1-cyclopropyl-ethylcarbamoyl)-6-methylphenyl]-amide